CC=1C=C(C2=C(C=CO2)C1)O 5-Methylbenzofuran-7-ol